N-(9-(4-(4,4'-bipiperidin-1-ylmethyl)benzyl)-2-butoxy-8-oxo-8,9-dihydro-7H-purin-6-yl)acetamide N1(CCC(CC1)C1CCNCC1)CC1=CC=C(CN2C3=NC(=NC(=C3NC2=O)NC(C)=O)OCCCC)C=C1